3-(piperidin-4-yl)-1-[5-(trifluoromethyl)pyrimidin-2-yl]pyrazin-2-one N1CCC(CC1)C=1C(N(C=CN1)C1=NC=C(C=N1)C(F)(F)F)=O